ClC1=CC=C(C=C1)C(CN1CCN(CC1)C(=O)OC(C)(C)C)NS(=O)(=O)C1=CC(=C(C=C1)OC(F)(F)F)[N+](=O)[O-] tert-butyl 4-[2-(4-chlorophenyl)-2-[[3-nitro-4-(trifluoromethoxy)phenyl]sulfonylamino]ethyl]piperazine-1-carboxylate